CC1CC2=NN3C(C(NCC3C(=O)N)=O)=C2CN1 3-methyl-10-oxo-1,2,3,4,7,8,9,10-octahydropyrido[4',3':3,4]Pyrazolo[1,5-a]Pyrazine-7-Formamide